N1CC(C1)N1CC(OCC1)(C)C 4-(azetidin-3-yl)-2,2-dimethylmorpholine